C(#N)[C@H](C[C@H]1C(NCCC1)=O)NC(=O)[C@H]1N(C[C@@H]2[C@H]1CCC2(F)F)C(=O)C2(C1=CC=CC=C1C=1C=CC=CC21)O (1S,3aS,6aR)-N-((S)-1-cyano-2-((S)-2-oxopiperidin-3-yl)ethyl)-4,4-difluoro-2-(9-hydroxy-9H-fluorene-9-carbonyl)octahydrocyclopenta[c]pyrrole-1-carboxamide